CSC1=CC=C(C=C1)CC(=O)C1=CC(=C(C(=C1)OC)OC)OC 2-(4-methylthiophenyl)-1-(3,4,5-trimethoxyphenyl)ethan-1-one